1-7-hydroxyheptyl 2-butyloctanoate C(CCC)C(C(=O)OCCCCCCCO)CCCCCC